C(C=C)(=O)OC(CN1C2=CC=CC=C2SC=2C=CC=CC12)CN1C2=CC=CC=C2SC=2C=CC=CC12 1,3-di(10H-phenothiazin-10-yl)propan-2-yl acrylate